C(=O)(O)C1=CC(=C(C=C1O)C1=NC2=C(N1)C=CC=C2C(=O)O)O 2-(4-Carboxy-2,5-dihydroxyphenyl)-1H-benzo[d]imidazole-4-carboxylic acid